2-(5-((R)-2-(2,5-difluorophenyl)pyrrolidin-1-yl)pyrazolo[1,5-a]pyrimidin-3-yl)-5-(methylsulfonyl)-1H-benzo[d]imidazole-6-carbonitrile FC1=C(C=C(C=C1)F)[C@@H]1N(CCC1)C1=NC=2N(C=C1)N=CC2C2=NC1=C(N2)C=C(C(=C1)S(=O)(=O)C)C#N